BrC1=CN=C(C2=CC=NC(=C12)Cl)NCC1=C(C=CC2=C1CCO2)F 4-bromo-5-chloro-N-((5-fluoro-2,3-dihydrobenzofuran-4-yl)methyl)-2,6-naphthyridin-1-amine